CN(C)C(=O)C1CCC(CC1)N 4-amino-N,N-dimethylcyclohexane-1-carboxamide